[Si](C)(C)(C(C)(C)C)OCCC(=O)OC1CN(CCC1C=1C(=CC(=C2C(C=C(OC12)C1=C(C=CC=C1)Cl)=O)O)O)C 4-(2-(2-chlorophenyl)-5,7-dihydroxy-4-oxo-4H-chromen-8-yl)-1-methylpiperidin-3-yl 3-((tert-butyldimethylsilyl)oxy)propanoate